ClC=1C=C2C(=NN1)N(N=C2C)C 5-chloro-1,3-dimethyl-pyrazolo[3,4-c]pyridazine